CC=1C=C(C(=O)N[C@@H](CC(C)C)C(=O)OCC)C=CC1C Ethyl (3,4-dimethylbenzoyl)-L-leucinate